Methyl 2-(((3-butyl-7-methoxy-2-methyl-1,1-dioxido-5-phenyl-2,3,4,5-tetrahydro-1,2,5-benzothiadiazepin-8-yl)methyl)thio)-2-methylpropanoate C(CCC)C1N(S(C2=C(N(C1)C1=CC=CC=C1)C=C(C(=C2)CSC(C(=O)OC)(C)C)OC)(=O)=O)C